OC1=CC=C(C=N1)C1=NC(=C(C=C1C)NC(=O)N[C@H]1[C@@H](CC(C2=CC=CC=C12)(C)C)O)C1=CC=CC=C1 |r| rac-1-(6'-hydroxy-3-methyl-6-phenyl-[2,3'-bipyridin]-5-yl)-3-((1R,2R)-2-hydroxy-4,4-dimethyl-1,2,3,4-tetrahydronaphthalen-1-yl)urea